3-(7-fluoro-3-chloro-1H-indol-4-yl)-2-(2,6-diethylphenyl)-5-(3-fluoro-5-(trifluoromethyl)pyridin-2-yl)-4,5,6,7-tetrahydro-2H-pyrazolo[4,3-c]pyridine FC=1C=CC(=C2C(=CNC12)Cl)C=1N(N=C2C1CN(CC2)C2=NC=C(C=C2F)C(F)(F)F)C2=C(C=CC=C2CC)CC